C(C1=CC=CC=C1)OC1=CC(=NC(=C1)Cl)OCC=1N=C2N(C=C(C=C2N2C(N(C(C2)=O)C)=O)C2CC2)C1 1-(2-(((4-(benzyloxy)-6-chloropyridin-2-yl)oxy)methyl)-6-cyclopropylimidazo[1,2-a]pyridin-8-yl)-3-methylimidazolidine-2,4-dione